NC1COC(OC1)CCC=1C=C(C=CC1C(F)(F)F)C1=NNC(O1)=O 5-[3-{2-[(2R,5r)-5-amino-1,3-dioxan-2-yl]ethyl}-4-(trifluoromethyl)phenyl]-1,3,4-oxadiazol-2(3H)-one